ClC=1C=C2C=C(N(C2=CC1C1=NC=C(N=C1)OC)S(=O)(=O)C1=CC=CC=C1)CCC(=O)N ((5-chloro-6-(5-methoxypyrazin-2-yl)-1-(phenyl-sulfonyl)-1H-indol-2-yl)methyl)acetamide